tetrachloroisobutyryl chloride ClC(C(C(=O)Cl)(C)Cl)(Cl)Cl